(R,S)-5-Bromo-7-(3-bromophenyl)-6,7-dihydro-5H-cyclopenta[d]pyridin-7-ol Br[C@@H]1C[C@](C=2C1=CC=NC2)(O)C2=CC(=CC=C2)Br